ethyl 1-cyclopropyl-3-phenyl-4-(trifluoromethyl)-1H-pyrazole-5-carboxylate C1(CC1)N1N=C(C(=C1C(=O)OCC)C(F)(F)F)C1=CC=CC=C1